2,6-dibromo-4-nitro-phenol BrC1=C(C(=CC(=C1)[N+](=O)[O-])Br)O